5-cyano-2-(4,4-difluoroazepan-1-yl)-N-(4-fluoro-3-(N'-hydroxyamidino)phenyl)-6-methylnicotinamide C(#N)C=1C(=NC(=C(C(=O)NC2=CC(=C(C=C2)F)C(N)=NO)C1)N1CCC(CCC1)(F)F)C